CN1C(=NN=C1)[C@H](C=1C=C(C=CC1)N1C(C2=CC(=CC(=C2C1)C(F)(F)F)[C@H](C)NC1(CCC1)C)=O)C1COC1 2-(3-((S)-(4-methyl-4H-1,2,4-triazol-3-yl)(oxetan-3-yl)methyl)phenyl)-6-((S)-1-((1-methylcyclobutyl)amino)ethyl)-4-(trifluoromethyl)isoindolin-1-one